C(C)(CC)C1=CC=C(C=C1)C(C(=O)NCC=1SC=C2C1CN(C2=O)C2C(NC(CC2)=O)=O)=O 2-(4-(sec-butyl)-phenyl)-N-((5-(2,6-dioxopiperidin-3-yl)-4-oxo-5,6-dihydro-4H-thieno[3,4-c]pyrrol-1-yl)methyl)-2-oxoacetamide